5-CHLORO-3-METHYL-1-(PYRIDIN-4-YL)-1H-PYRAZOLE-4-CARBALDEHYDE ClC1=C(C(=NN1C1=CC=NC=C1)C)C=O